4-(3-(4-bromo-1H-imidazol-2-yl)-1-(tetrahydro-2H-pyran-2-yl)-1H-indazol-6-yl)-3-ethylphenol BrC=1N=C(NC1)C1=NN(C2=CC(=CC=C12)C1=C(C=C(C=C1)O)CC)C1OCCCC1